COC(COC(=O)N1C(C(C1)C1=C(C=CC=C1)C(C)C)C(NC=1C(=NC(=CC1)C)OC(F)F)=O)=O ((2-(difluoromethoxy)-6-methylpyridin-3-yl)carbamoyl)-3-(2-isopropylphenyl)azetidine-1-carboxylic acid 2-methoxy-2-oxoethyl ester